C(C)C(CC1(OC(C(C1C(=O)O)C(=O)O)C(=O)O)C(=O)O)CCCC 2-ethylhexyl-tetrahydrofuran-2,3,4,5-tetracarboxylic acid